N-(5,7-dimethylbenzo[d]thiazol-2-yl)-1-((4-fluoro-2-methylphenyl)sulfonyl)piperidine-4-carboxamide CC=1C=C(C2=C(N=C(S2)NC(=O)C2CCN(CC2)S(=O)(=O)C2=C(C=C(C=C2)F)C)C1)C